OC1=C(C(=CC=C1)OC)NC(C(C)C)=O N-(2-hydroxy-6-methoxyphenyl)isobutyramide